NC(NCCC(=O)O)=NSC[C@H](C(=O)O)NC(C)=O (2S)-3-{[{amino[(2-carboxyethyl)amino]-methylidene}amino]-sulfanyl}-2-acetamido-propanoic acid